DIOXOTETRAHYDRO-1H-PYRROLO[1,2-C]IMIDAZOL O=C1NC(C=2N1CCC2)=O